5,6-dichloro-1'-(2-hydroxyacetyl)-7-methyl-1H-spiro[indole-3,3'-pyrrolidine] ClC=1C=C2C(=C(C1Cl)C)NCC21CN(CC1)C(CO)=O